3-fluoro-6-(4,4,5,5-tetramethyl-1,3,2-dioxaborolan-2-yl)pyridinecarbonitrile FC=1C(=NC(=CC1)B1OC(C(O1)(C)C)(C)C)C#N